2-[(2-methyl-1-oxo-2-propenyl)oxy]ethyl-3-oxobutanolate CC(C(=O)OCCC(CC(C)=O)[O-])=C